C1(CC1)C=1N=C(SC1C)NC(=O)C1=C(C=CC=C1)NC(CCOCCOCCNC(OC(C)(C)C)=O)=O tert-butyl (2-(2-(3-((2-((4-cyclopropyl-5-methylthiazol-2-yl)carbamoyl)phenyl)amino)-3-oxopropoxy)ethoxy)ethyl)carbamate